N-(3-(difluoromethyl)phenyl)-5-(2-(((1s,4s)-4-hydroxycyclohexyl)amino)-2-oxoacetyl)-1,2,4-trimethyl-1H-pyrrole-3-carboxamide FC(C=1C=C(C=CC1)NC(=O)C1=C(N(C(=C1C)C(C(=O)NC1CCC(CC1)O)=O)C)C)F